perfluoro (n-propylallyl) ether C(CC)C=CCOF